(4S)-N-{[(2R)-1,4-dioxan-2-yl]methyl}-4-methyl-2-{[1-(2-oxobutanoyl)piperidin-4-yl]methyl}-8-(trifluoromethyl)-4,5-dihydro-2H-furo[2,3-g]indazole-7-carboxamide O1[C@@H](COCC1)CNC(=O)C1=C(C2=C(C[C@@H](C3=CN(N=C23)CC2CCN(CC2)C(C(CC)=O)=O)C)O1)C(F)(F)F